CS(=O)(=O)N1C(CCCC1)C(=O)N 1-methylsulfonyl-piperidine-2-carboxamide